CO[Si](C)(C)N([SiH](C)C)[Si](OC)(C)C bis[methoxydimethylsilyl](dimethylsilyl)amine